N-((R)-1-amino-1-oxopropan-2-yl)-4-((S)-2-cyclohexyl-1-(4'-(trifluoromethyl)-[1,1'-biphenyl]-4-yl)ethoxy)benzamide NC([C@@H](C)NC(C1=CC=C(C=C1)O[C@@H](CC1CCCCC1)C1=CC=C(C=C1)C1=CC=C(C=C1)C(F)(F)F)=O)=O